S1C(=CC=C1)C(=O)N thiophen-2-carboxamide